9-(2-(diethylamino)pyrimidin-5-yl)-6,7-dimethoxynaphtho[2,3-c]furan-1(3H)-one C(C)N(C1=NC=C(C=N1)C1=C2C=C(C(=CC2=CC2=C1C(OC2)=O)OC)OC)CC